Methyl Hexanoate C(CCCCC)(=O)OC